tetraamyl orthosilicate [Si](OCCCCC)(OCCCCC)(OCCCCC)OCCCCC